(R)-tert-butyl N-[5-hydroxy-4-(2-methyl-2-nitropropyl)pentyl]carbamate OC[C@H](CCCNC(OC(C)(C)C)=O)CC(C)([N+](=O)[O-])C